[Cl-].C(=C\C1=CC=CC=C1)/C1=CC=C(OC2CSC3=[N+]2C=CC=C3)C=C1 (E)-3-(4-styrylphenoxy)-2,3-dihydrothiazolo[3,2-a]pyridin-4-ium chloride